COC(=C)C 2-methoxypropene